(R)-3-(bis(4-methoxyphenyl)(phenyl)methoxy)-2-(2,6-dichloro-4-(4,4,5,5-tetramethyl-1,3,2-dioxaborolan-2-yl)phenoxy)propyl 4-methylbenzenesulfonate CC1=CC=C(C=C1)S(=O)(=O)OC[C@@H](COC(C1=CC=CC=C1)(C1=CC=C(C=C1)OC)C1=CC=C(C=C1)OC)OC1=C(C=C(C=C1Cl)B1OC(C(O1)(C)C)(C)C)Cl